4-(2-(5-cyclopropyl-4,7-difluoro-3,3-dimethyl-2-oxoindolin-1-yl)acetamido)-3,3-dimethylpentanoic acid C1(CC1)C=1C(=C2C(C(N(C2=C(C1)F)CC(=O)NC(C(CC(=O)O)(C)C)C)=O)(C)C)F